3-(4'-hydroxyphenyl)lactic acid OC1=CC=C(C=C1)CC(C(=O)O)O